2-[2-(diethylamino)ethoxy]-N-butyl-acetamide C(C)N(CCOCC(=O)NCCCC)CC